CC(C)C1=C(OC2=C1C=CC=C2)C=O 3-(prop-2-yl)-1-benzofuran-2-carbaldehyde